CC(C)(C)OC(=O)N1CC[C@@H](C1)O (S)-(-)-N-Boc-3-pyrrolidinol